FC=1C=C(C=C(C1)F)[C@@H]1CC=NN1C(=O)N1CC(C1)OC1=CC(=NC=C1F)C1=C(C=NN1C)NC(=O)NC(C)C (S)-1-(5-(4-((1-(5-(3,5-difluorophenyl)-4,5-dihydro-1H-pyrazole-1-carbonyl)azetidin-3-yl)oxy)-5-fluoropyridin-2-yl)-1-methyl-1H-pyrazol-4-yl)-3-isopropylurea